OC1[C@H](N)[C@@H](O)[C@@H](O)[C@H](O1)CO D-Galactosamin